C(C)(=O)NC1=C(C=C(C=C1)B(O)O)C(F)(F)F 4-ACETAMIDO-3-(TRIFLUOROMETHYL)PHENYLBORONIC ACID